COC(C(=C)[Si](OCC)(OCC)OCC)=O (triethoxysilyl)-2-propenoic acid methyl ester